tert-butyl 2-chloro-8-oxo-6,6a,7,8,9,10-hexahydro-5H-pyrido[1',2':4,5]pyrazino[2,3-c]pyridazine-5-carboxylate ClC=1C=C2C(=NN1)N(CC1N2CCC(C1)=O)C(=O)OC(C)(C)C